C(C)OC(=O)C=1C=C(C2=C(SC(=C2C)Br)C1)CCO 2-Bromo-4-(2-hydroxyethyl)-3-methylbenzo[b]thiophene-6-carboxylic acid ethyl ester